(S)-4-Bromo-6-chloro-2-((2,2-dimethyl-1,3-dioxolan-4-yl)methoxy)-3-((4-methoxybenzyl)oxy)pyridine BrC1=C(C(=NC(=C1)Cl)OC[C@@H]1OC(OC1)(C)C)OCC1=CC=C(C=C1)OC